1H-indole-1-carboxylate N1(C=CC2=CC=CC=C12)C(=O)[O-]